tert-Butyl (2-(((3-(4,4-bis(ethoxymethyl)cyclohexyl)-5,5-difluoro-5,6-dihydro-4H-pyrrolo[1,2-b]pyrazol-2-yl)methyl)(methyl)amino)ethyl)(methyl)carbamate C(C)OCC1(CCC(CC1)C1=C2N(N=C1CN(CCN(C(OC(C)(C)C)=O)C)C)CC(C2)(F)F)COCC